2-methoxy-5-[[2-[(2S,5R)-5-methyl-2-(3,4,5-trifluorophenyl)-1-piperidyl]-2-oxo-acetyl]amino]pyridine-3-carboxamide COC1=NC=C(C=C1C(=O)N)NC(C(=O)N1[C@@H](CC[C@H](C1)C)C1=CC(=C(C(=C1)F)F)F)=O